Adenine-6-benzamide N1=CN=C2N=CN=C2C1(N)C1=CC=CC=C1C(=O)N